C1(CCCCC1)CN1C[C@@H]2[C@H](C1)CC(C2)NC=2N=NC(=CC2)C=2C(=NN(C2)C)C (3aR,5s,6aS)-2-(cyclohexylmethyl)-N-[6-(1,3-dimethylpyrazol-4-yl)pyridazin-3-yl]-3,3a,4,5,6,6a-hexahydro-1H-cyclopenta[c]pyrrol-5-amine